C(C)(C)[N+]1(CCCC1)Br 1-Isopropylpyrrolidine-1-io bromide